BrC1=C(C(N(N=C1)C)=O)N[C@H]1CN(C[C@H](C1)C1=CC=CC=C1)C(=O)OC(C)(C)C tert-butyl (3R,5R)-3-((5-bromo-2-methyl-3-oxo-2,3-dihydropyridazin-4-yl)amino)-5-phenylpiperidine-1-carboxylate